C(CCC)C1(CN(C=2C=CC3=C(C12)C=CC(=C3)F)C(N)=N)C n-butyl-7-fluoro-1-methyl-1,2-dihydro-3H-benzo[e]indole-3-carboximidamide